6-(2,5-dimethoxyphenyl)-2-(1,3-dithian-2-yl)-4-(4-methoxyphenyl)-3-methyl-4H-pyran COC1=C(C=C(C=C1)OC)C1=CC(C(=C(O1)C1SCCCS1)C)C1=CC=C(C=C1)OC